tert-butyl (R)-5-((2-chloro-3-nitropyridin-4-yl) amino)-3,3-difluoropiperidine-1-carboxylate ClC1=NC=CC(=C1[N+](=O)[O-])N[C@@H]1CC(CN(C1)C(=O)OC(C)(C)C)(F)F